ClC\C=C\C#CC(C)(C)C (trans)-E-1-chloro-6,6-dimethyl-2-hepten-4-yne